3,6,9,12-tetraoxatetradecanoic acid C(COCCOCCOCCOCC)(=O)O